C1(CC1)C1=NC=NC(=C1C1=NN2C=NC=C(C2=N1)CC1=CC(=C(C(=C1)F)C=1N(C=C(N1)C(F)(F)F)CC)F)OC 2-(4-cyclopropyl-6-methoxypyrimidin-5-yl)-8-(4-(1-ethyl-4-(trifluoromethyl)-1H-imidazol-2-yl)-3,5-difluorobenzyl)-[1,2,4]triazolo[1,5-c]pyrimidine